diphenyl-dimethyl-divinyl-disiloxane C1(=CC=CC=C1)[Si](O[Si](C=C)(C=C)C)(C)C1=CC=CC=C1